2-({6-[(3R)-3-amino-3-methylpiperidin-1-yl]-1,3-dimethyl-2,4-dioxo-1,2,3,4-tetrahydro-5H-pyrrolo[3,2-d]pyrimidin-5-yl}methyl)-4-fluorobenzonitrile N[C@]1(CN(CCC1)C1=CC=2N(C(N(C(C2N1CC1=C(C#N)C=CC(=C1)F)=O)C)=O)C)C